N-(azetidinyl)methanesulfonamide hydrochloride Cl.N1(CCC1)NS(=O)(=O)C